ClC=1C(=C(C(=CC1)C(F)F)C1=CN=CC(=N1)C(=O)NC=1C=NN(C1)[C@@H](C)C=1C=NC(=C(C1C)F)N1C([C@@H]2C[C@@H]2C1)=O)F 6-(3-Chloro-6-(difluoromethyl)-2-fluorophenyl)-N-(1-((S)-1-(5-fluoro-4-methyl-6-((1R,5S)-2-oxo-3-azabicyclo[3.1.0]hexan-3-yl)pyridin-3-yl)ethyl)-1H-pyrazol-4-yl)pyrazine-2-carboxamide